COC(C1=C(C(=C(C=C1)F)Br)F)=O 3-bromo-2,4-difluorobenzoic acid methyl ester